FC1=CC(=C(C=N1)CN1N=CC(=C1)CNC1=NC=2N([C@H](C(NC2C(=N1)C)=O)C)C)C (7S)-2-(((1-((6-fluoro-4-methylpyridin-3-yl)methyl)-1H-pyrazol-4-yl)methyl)amino)-4,7,8-trimethyl-7,8-dihydropteridin-6(5H)-one